6-(methylsulfonyl)-8-nitro-4H-benzo[e][1,3]thiazin-4-one CS(=O)(=O)C=1C=C(C2=C(C(N=CS2)=O)C1)[N+](=O)[O-]